FC(C1=NN=C(O1)C1=CC=C(CN2N=C(N=N2)C=2C=C(C(=O)O)C=CC2)C=C1)F 3-(2-(4-(5-(difluoromethyl)-1,3,4-oxadiazol-2-yl)benzyl)-2H-tetrazol-5-yl)benzoic acid